2-(naphthalen-2-yl)-4-phenyl-6-(4-(spiro[cyclopentane-1,9'-fluoren]-2'-yl)phenyl)-1,3,5-triazine C1=C(C=CC2=CC=CC=C12)C1=NC(=NC(=N1)C1=CC=CC=C1)C1=CC=C(C=C1)C1=CC=2C3(C4=CC=CC=C4C2C=C1)CCCC3